2-ethyl-1-(2-(4-phenyl-1H-imidazol-2-yl)piperidin-1-yl)but-2-en-1-one C(C)C(C(=O)N1C(CCCC1)C=1NC=C(N1)C1=CC=CC=C1)=CC